[2-(5-bromoindol-1-yl)-1-methyl-propyl] (2S)-2-[(3-hydroxy-4-methoxy-pyridine-2-carbonyl) amino]propanoate OC=1C(=NC=CC1OC)C(=O)N[C@H](C(=O)OC(C(C)N1C=CC2=CC(=CC=C12)Br)C)C